N-((4-hydroxyphenyl)sulfonyl)-3-((2,6-dimethylbenzyl)oxy)-4-methylbenzamide OC1=CC=C(C=C1)S(=O)(=O)NC(C1=CC(=C(C=C1)C)OCC1=C(C=CC=C1C)C)=O